3-(2-amino-[1,2,4]triazolo[1,5-a]pyridin-7-yl)-N-(3-(4-chlorophenyl)-3-hydroxypropyl-1,1,3-d3)-2,6-difluorobenzamide NC1=NN2C(C=C(C=C2)C=2C(=C(C(=O)NC(CC([2H])(O)C3=CC=C(C=C3)Cl)([2H])[2H])C(=CC2)F)F)=N1